[N+](=O)([O-])C1=C(C=CC=C1[N+](=O)[O-])O dl-2,3-dinitrophenol